(S)-1-methoxy-3-(4-methylpiperazin-1-yl)propan-2-ol COC[C@H](CN1CCN(CC1)C)O